eicosanyl 3-chlorobutyrate ClC(CC(=O)OCCCCCCCCCCCCCCCCCCCC)C